tert-Butyl 4-{[7-(fluoromethoxy)-4-{2-fluoro-4-[3-(5-methyl-1,3,4-oxadiazol-2-yl)phenoxy]anilino}quinazolin-6-yl]oxy}piperidine-1-carboxylate FCOC1=C(C=C2C(=NC=NC2=C1)NC1=C(C=C(C=C1)OC1=CC(=CC=C1)C=1OC(=NN1)C)F)OC1CCN(CC1)C(=O)OC(C)(C)C